3-(2,2-difluoroethoxy)-N-(4-(2,5-difluorophenyl)-2-(tetrahydro-2H-pyran-4-yl)pyridin-3-yl)isoxazole-5-carboxamide FC(COC1=NOC(=C1)C(=O)NC=1C(=NC=CC1C1=C(C=CC(=C1)F)F)C1CCOCC1)F